5-chloro-N-[(1S)-3-(cyclopropylamino)-1-[[(3S,5R)-5-methyl-2-oxo-pyrrolidin-3-yl]methyl]-2,3-dioxo-propyl]-2-[[(2S)-2-methoxypropanoyl]amino]benzamide ClC=1C=CC(=C(C(=O)N[C@H](C(C(=O)NC2CC2)=O)C[C@H]2C(N[C@@H](C2)C)=O)C1)NC([C@H](C)OC)=O